6-(3-cyclopropylmorpholin-4-yl)-4-[(3R)-3-methylmorpholin-4-yl]-1H-pyridin-2-one C1(CC1)C1N(CCOC1)C1=CC(=CC(N1)=O)N1[C@@H](COCC1)C